(S)-2-(methylamino)butan-1-ol CN[C@H](CO)CC